OCCOCCOCCOCCOCCOCCOCCOC/C=C/C(=O)OC methyl (E)-4-[2-[2-[2-[2-[2-[2-(2-hydroxyethoxy)ethoxy]ethoxy]ethoxy] ethoxy]ethoxy] ethoxy]but-2-enoate